CC1=CC(=C(C=C1)O)N 4-Methyl-2-aminophenol